6,7-dihydroxy-5-methyl-3,4-dihydroisoquinolin-1(2H)-one OC=1C(=C2CCNC(C2=CC1O)=O)C